NC1=CC(=C(C(=O)NCC2N(CCC2)CC)C=C1S(=O)(=O)CC)OC 4-amino-N-((1-ethyl-2-pyrrolidinyl)methyl)-5-ethylsulfonyl-2-methoxybenzamide